ClC=1C=C2C=C(NC2=CC1OCC=1N=CSC1)CNC(=O)N1[C@H](CC1)CO (R)-N-((5-chloro-6-(thiazol-4-ylmethoxy)-1H-indol-2-yl)methyl)-2-(hydroxymethyl)azetidine-1-carboxamide